C1(=CC=CC=C1)C=1C(=C(C(=C(C1)C1=CC=CC=C1)C1=NN=NC(=C1C1=CC=CC=C1)C1=CC=CC=C1)C1=CC=CC=2OC3=C(C21)C=CC=C3)C3=CC=CC=C3 diphenyl-dibenzofuranyl-(diphenyltriazinyl)biphenyl